COC1=CC=C(CNC(=O)NC2CC3(C2)CC(C3)C(=O)N3C(CCC3)C=3C=NC=CC3)C=C1 1-(4-methoxybenzyl)-3-(6-(2-(pyridin-3-yl)pyrrolidine-1-carbonyl)spiro[3.3]heptan-2-yl)urea